C1=CC=CC=2C3=CC=CC=C3C(C12)COC(=O)N[C@@H](CC(=O)OC(C)(C)C)CO tert-butyl (S)-3-((((9H-fluoren-9-yl)methoxy)carbonyl)amino)-4-hydroxybutanoate